NC1=C(C=2C(=NC=C(C2S1)F)C=1C2=C(C=3C=NC(=NC3C1F)N1C[C@@H](CC1)N1[C@H](CN(CC1)C)CO)COC2)C#N 2-Amino-7-fluoro-4-(5-fluoro-3-((R)-3-((R)-2-(hydroxymethyl)-4-methylpiperazin-1-yl)pyrrolidin-1-yl)-7,9-dihydrofuro[3,4-f]quinazolin-6-yl)thieno[3,2-c]pyridine-3-carbonitrile